3,7-di(1H-indazol-5-yl)-10-(1-methylazetidin-3-yl)-10H-benzo[b]pyrido[2,3-e][1,4]oxazine N1N=CC2=CC(=CC=C12)C1=CC2=C(N(C3=C(O2)C=C(C=C3)C=3C=C2C=NNC2=CC3)C3CN(C3)C)N=C1